diazasila-cyclopentadiene [SiH]1=NN=CC1